N1(CCC1)C[C@H](C1=CC(=C(C=C1)Cl)C(F)(F)F)NC1=NC=NC2=C(C=CC=C12)C(=O)N 4-[(S)-2-azetidin-1-yl-1-(4-chloro-3-trifluoromethylphenyl)-ethylamino]-quinazoline-8-carboxylic acid amide